CN(C)C[C@@H]1CC[C@H](CO1)C1=NC(=C2N1C=CN=C2N)C2=C(C=C(C=C2)OC2=CC=CC=C2)F 3-((3S,6S)-6-((dimethylamino)methyl)tetrahydro-2H-pyran-3-yl)-1-(2-fluoro-4-phenoxyphenyl)imidazo[1,5-a]pyrazin-8-amine